[Si](C)(C)(C(C)(C)C)C1=C(N=C(S1)S(=O)(=O)N)C (tert-butyldimethylsilyl)-4-methylthiazole-2-sulfonamide